CC1=CC=C(C=C1)C(/C=C/C1=CC=C(C=C1)\C=C/1\C(N(C(S1)=S)[C@H](C(=O)O)CC1=CC=CC=C1)=O)=O (2S)-2-[(5Z)-5-[[4-[(E)-3-(4-Methylphenyl)-3-oxoprop-1-enyl]phenyl]methylidene]-4-oxo-2-sulfanylidene-1,3-thiazolidin-3-yl]-3-phenylpropanoic acid